6-(3-Bromo-4,5-difluorophenyl)-6-oxohexanoic acid BrC=1C=C(C=C(C1F)F)C(CCCCC(=O)O)=O